C(C)(C)(C)OC(=O)N1CCC(CC1)NC1=C2C=CC=NC2=C(C=C1)C(N(C)CC1=CC=CC=C1)=O 4-((8-(benzyl-(methyl)carbamoyl)quinolin-5-yl)amino)piperidine-1-carboxylic acid tert-butyl ester